benzyl 4-bromo-2-(6-azaspiro[2.5]octan-6-yl)benzoate BrC1=CC(=C(C(=O)OCC2=CC=CC=C2)C=C1)N1CCC2(CC2)CC1